2,2'-isopropylidenebis(4-isopropyl-2-oxazoline) C(C)(C)(C=1OCC(N1)C(C)C)C=1OCC(N1)C(C)C